O1CCOC12CCC(CC2)C2=CC=1NC(=C(C1S2)C(C)C)C=2C=C(C=1N(C2)N=CN1)C 2-(1,4-dioxaspiro[4.5]decan-8-yl)-6-isopropyl-5-(8-methyl-[1,2,4]triazolo[1,5-a]pyridin-6-yl)-4H-thieno[3,2-b]pyrrole